CN(C([O-])=O)C1=NC=CC=C1COC(CN(C)C(=O)OC(C)(C)C)=O N-methyl-N-(3-[((N-tert-butoxycarbonyl-N-methylamino)acetoxy)methyl] Pyridin-2-yl)carbamate